C(C)C1=CC(=C(C=C1)COC1=C(C=C(C=C1)C1OCCO1)OC)C(F)(F)F 2-(4-{[4-ethyl-2-(trifluoromethyl)phenyl]methoxy}-3-methoxyphenyl)-1,3-dioxolane